C(C)O[Si](CCCNC(CC(C)C)C)(OCC)OCC 3-triethoxysilyl-N-(1,3-dimethylbutyl)-propylamine